FC(C=1C=C(C=C(C1)C(F)(F)F)[C@@H]1C([C@H]1C(=O)NC=1C=CC(=C(C(=O)NC2=C(C(=C(C=C2)F)NC(C(F)F)=O)F)C1)Cl)(Cl)Cl)(F)F 5-[[trans-3-[3,5-bis(trifluoromethyl)phenyl]-2,2-dichloro-cyclopropane-carbonyl]amino]-2-chloro-N-[3-[(2,2-difluoroacetyl)amino]-2,4-difluoro-phenyl]benzamide